BrC1=C(C(=C(C(=O)N(C)C)C=C1)F)F 4-bromo-2,3-difluoro-N,N-dimethylbenzamide